2,2-dimethoxy-N-(dimethylmethoxysilyloctyl)-1-aza-2-silacyclopentane CO[Si]1(N(CCC1)CCCCCCCC[Si](OC)(C)C)OC